C(C)(C)(C)OC(=O)NCCC(C(=O)OCCCNC(=O)OCC1=CC=CC=C1)(C)C 3-{[(benzyloxy)carbonyl]amino}propyl 4-[(tert-butoxycarbonyl)amino]-2,2-dimethylbutanoate